C1(CC1)C=1C(=NON1)C(=O)N[C@H](C=1N=C2N(N=CC(=C2)CN2C(NCC(C2)(C)F)=O)C1)C1CCC(CC1)(F)F 4-cyclopropyl-N-((1S)-(4,4-difluorocyclohexyl)(7-((5-fluoro-5-methyl-2-oxotetrahydropyrimidin-1(2H)-yl)methyl)imidazo[1,2-b]pyridazin-2-yl)methyl)-1,2,5-oxadiazole-3-carboxamide